BrC1=CC=C2C(=N1)N(C(=C2)C=O)CC2CC2 6-bromo-1-(cyclopropylmethyl)-1H-pyrrolo[2,3-b]pyridine-2-carbaldehyde